3-phenyl-4-(4,4,5,5-tetramethyl-1,3,2-dioxaborolan-2-yl)isothiazole C1(=CC=CC=C1)C1=NSC=C1B1OC(C(O1)(C)C)(C)C